O[C@@](C=1C=C(C=NC1)C1=NOC(=N1)C(C)(C)O)(C1(CNC1)C)C1=CC=C(C=C1)C(C)C 2-(3-{5-[(R)-hydroxy-(4-isopropyl-phenyl)-(3-methyl-azetidin-3-yl)-methyl]-pyridin-3-yl}-[1,2,4]Oxadiazol-5-yl)-propan-2-ol